NC=1C=NN(C1)C1C(CN(CC1)C(=O)[O-])F 4-(4-amino-1H-pyrazol-1-yl)-3-fluoropiperidine-1-carboxylate